C(C=C)(=O)NC1=CC(=NC=C1)C1=CC=C2C=NC(=NC2=C1)C(=O)O 7-[4-(prop-2-enoylamino)-2-pyridyl]quinazoline-2-carboxylic acid